chloro(2-bisCyclohexylphosphino-2',6'-dimethoxy-1,1'-biphenyl) ClC=1C(=C(C=CC1)C1=C(C=CC=C1OC)OC)P(C1CCCCC1)C1CCCCC1